1-(4-(2-(3,4-dimethoxyphenyl)-3-ethyl-1H-indol-5-yl)piperidin-1-yl)-2-morpholinoethan-1-one COC=1C=C(C=CC1OC)C=1NC2=CC=C(C=C2C1CC)C1CCN(CC1)C(CN1CCOCC1)=O